[Si](C)(C)(C(C)(C)C)OCCC1=C(C(=O)N)C=CC(=C1)[N+](=O)[O-] (2-((tert-butyldimethylsilyl)oxy)ethyl)-4-nitrobenzamide